1-hydroxyisoquinolin-6-yl-2-(thiophen-3-yl)acetamide OC1=NC=CC2=CC(=CC=C12)C(C(=O)N)C1=CSC=C1